N,N-Bis(2-methoxyethyl)-3-(N-((5-(2-methoxypyridin-4-yl)-2,3-dihydro-1H-inden-4-yl)carbamoyl)sulfamoyl)-1-methyl-1H-pyrazole-5-carboxamide, sodium salt [Na].COCCN(C(=O)C1=CC(=NN1C)S(NC(NC1=C2CCCC2=CC=C1C1=CC(=NC=C1)OC)=O)(=O)=O)CCOC